COC1=C(C=C(C=C1)NC1=NC(=CC(=N1)NC)C)OC[C@@H]1CN(CC1)C (S)-N2-(4-methoxy-3-((1-methylpyrrolidin-3-yl)methoxy)phenyl)-N4,6-dimethylpyrimidine-2,4-diamine